P(=O)(OCC=C)(O[C@@H]1[C@H](O[C@H]([C@@H]1F)N1C2=NC=NC(=C2N=C1)NC(C1=CC=CC=C1)=O)CO)OCCC#N Allyl ((2R,3R,4R,5R)-5-(6-benzamido-9H-purin-9-yl)-4-fluoro-2-(hydroxymethyl)tetrahydrofuran-3-yl) (2-cyanoethyl) phosphate